N'-((8-cyano-1,2,3,5,6,7-hexahydro-s-indacen-4-yl)carbamoyl)-5-(2-hydroxypropan-2-yl)-1-phenyl-1H-pyrazole-3-sulfonimidamide C(#N)C=1C=2CCCC2C(=C2CCCC12)NC(=O)N=S(=O)(N)C1=NN(C(=C1)C(C)(C)O)C1=CC=CC=C1